ClC(=CC(C(Cl)Cl)(Cl)Cl)Cl 1,1,3,3,4,4-hexachloro-1-butene